CC(C(=O)OCC)=C(C)C ethyl 2,3-dimethylbut-2-enoate